tert-butyl ((1r,4r)-4-(((4-(3,4,5-trimethylpiperazin-1-yl)phenyl)amino)methyl)cyclohexyl)carbamate CC1CN(CC(N1C)C)C1=CC=C(C=C1)NCC1CCC(CC1)NC(OC(C)(C)C)=O